N[C@H]1C2NCC1CC2 (7R)-7-amino-2-azabicyclo[2.2.1]heptane